CC1=C(C=CC(=O)Cl)C=CC=C1 o-methylcinnamoyl chloride